Methyl (4-(3-amino-7-(4-morpholinobut-1-yn-1-yl)-1H-indazol-5-yl)pyridin-2-yl)carbamate NC1=NNC2=C(C=C(C=C12)C1=CC(=NC=C1)NC(OC)=O)C#CCCN1CCOCC1